(S)-3-(Fmoc-amino)-5-hexenoic acid C(=O)(OCC1C2=CC=CC=C2C2=CC=CC=C12)N[C@H](CC(=O)O)CC=C